COC1=NC=CC(=C1)C1=CC=C(N1)C(=O)O 5-(2-methoxypyridin-4-yl)-1H-pyrrole-2-carboxylic acid